ethyl 1-(2-methoxyethyl)-1H-1,2,3-triazole-5-carboxylate COCCN1N=NC=C1C(=O)OCC